(6-bromobenzo[d]thiazole-2-yl)cyclopropanecarboxamide BrC1=CC2=C(N=C(S2)C2(CC2)C(=O)N)C=C1